6-(6-(1,1-difluoroethyl)picolinamido)-2-(1,4-dioxan-2-yl)imidazo[1,2-a]pyridine-7-carboxamide FC(C)(F)C1=CC=CC(=N1)C(=O)NC=1C(=CC=2N(C1)C=C(N2)C2OCCOC2)C(=O)N